ClC1=C(C(=CC=C1Cl)O)[C@H]1C[C@@H]2N(C(CN(C2)C([C@@H](CO)OCC)=O)=O)C1 (7R,8aS)-7-(2,3-dichloro-6-hydroxyphenyl)-2-[(2R)-2-ethoxy-3-hydroxypropanoyl]-hexahydropyrrolo[1,2-a]pyrazin-4-one